C(C(O)C)(=O)OC(CCCCC)=O caproyl lactate